CC1(OCC(O1)CO)C1=CC=CC=C1 2-methyl-2-phenyl-1,3-dioxolane-4-methanol